O=C(C(=O)NC=1C2=C(C(=NC1)N)[C@H](OC2)C)N2[C@H](CC[C@@H](C2)C)C=2C=CC1=C(N=CS1)C2 |o1:12| 2-oxo-N-[rel-(3R)-4-amino-3-methyl-1,3-dihydrofuro[3,4-c]pyridin-7-yl]-2-[(2R,5S)-2-(1,3-benzothiazol-5-yl)-5-methyl-1-piperidyl]acetamide